(S)-5-(chloromethyl)-3,3-dimethyldihydrofuran-2(3H)-one ClC[C@@H]1CC(C(O1)=O)(C)C